2-(3-methoxyphenyl)-ethanamine COC=1C=C(C=CC1)CCN